7β-methoxy-5β-cholan-24-oic acid CO[C@@H]1[C@H]2[C@@H]3CC[C@H]([C@@H](CCC(=O)O)C)[C@]3(CC[C@@H]2[C@]2(CCCC[C@H]2C1)C)C